CS(=O)(=O)C1CCOCC1 4-(methylsulfonyl)tetrahydro-2H-pyran